BrC1=C(C(=O)NCC(=O)N[C@@H](CC(C)C)B2OC([C@@H](O2)C)=O)C=C(C=C1)Br 2-bromo-5-bromo-N-[2-({(1R)-3-methyl-1-[(4S)-4-methyl-5-oxo-1,3,2-dioxaborolan-2-yl]butyl}amino)-2-oxoethyl]benzamide